2-methoxyethoxyethyl (ethyl) sulfone C(C)S(=O)(=O)CCOCCOC